6-(5-fluoro-2-(((3S,4R)-3-hydroxytetrahydro-2H-pyran-4-yl)amino)pyrimidin-4-yl)-4-isopropyl-N-methylquinoline-3-carboxamide FC=1C(=NC(=NC1)N[C@H]1[C@@H](COCC1)O)C=1C=C2C(=C(C=NC2=CC1)C(=O)NC)C(C)C